COC(=O)C1=CC=C2C(=N1)N(C(=N2)[C@H](C)N2CCC(CC2)C2=CC=CC=1OC(OC12)(C)C1=C(C=C(C=C1)Cl)F)C[C@H]1OCC1 2-((S)-1-(4-(2-(4-chloro-2-fluorophenyl)-2-methylbenzo[d][1,3]dioxol-4-yl)-piperidin-1-yl)ethyl)-3-(((S)-oxetan-2-yl)methyl)-3H-imidazo[4,5-b]pyridine-5-carboxylic acid methyl ester